(R)-8-bromo-N-(5-chloro-6-(2H-1,2,3-triazol-2-yl)pyridin-3-yl)-2-ethyl-1-methyl-2,3-dihydropyrido[3,4-b]pyrazine-4(1H)-carboxamide BrC1=CN=CC=2N(C[C@H](N(C21)C)CC)C(=O)NC=2C=NC(=C(C2)Cl)N2N=CC=N2